4,5-dimethyl-5-(trifluoromethyl)tetrahydrofuran-2-carboxylic acid methyl ester COC(=O)C1OC(C(C1)C)(C(F)(F)F)C